5-[(1,1-dioxo-4-thiomorpholinyl)methyl]-2-phenyl-N-(tetrahydro-2H-pyran-4-yl)-1H-indol-7-amine O=S1(CCN(CC1)CC=1C=C2C=C(NC2=C(C1)NC1CCOCC1)C1=CC=CC=C1)=O